BrC1=C(C=NN1C)N1CCC=2C=C(C(=NC2C1)N)F 7-(5-bromo-1-methyl-1H-pyrazol-4-yl)-3-fluoro-5,6,7,8-tetrahydro-1,7-naphthyridin-2-amine